6-chloro-6-oxo-hexanoic acid undecyl ester C(CCCCCCCCCC)OC(CCCCC(=O)Cl)=O